S1C=NC2=C1C=C(C=C2)\C=C\2/N=C(NC2=O)NCC2CCCCCC2 (4Z)-4-(1,3-Benzothiazol-6-ylmethylene)-2-(cycloheptylmethylamino)-1H-imidazol-5-one